FC(CN1N=CC=2C1=NC(=CN2)N2CC1(CN(C1)C(C1=C(C=CC=C1)OC(F)F)=O)CC2)F 6-[1-(2,2-difluoroethyl)-1H-pyrazolo[3,4-b]pyrazin-6-yl]-2-[2-(difluoromethoxy)benzoyl]-2,6-diazaspiro[3.4]octane